C(C)C1=CC=CC2=C(C3=CC=CC=C3C(=C12)OC(=O)CC(C(=O)O)CCCCCCCCCCCCCCCC)OC(=O)CC(CCCCCCCCCCCCCCCC)C(=O)O 1-Ethyl-9,10-bis(2-n-hexadecyl-2-carboxyethyl)carbonyloxyanthracene